4-methyl-2-phenyl-1H-benzo[d]imidazole CC1=CC=CC=2NC(=NC21)C2=CC=CC=C2